C(C[NH3+])[NH3+].C(CC(=O)[O-])(=O)[O-] malonic acid ethylenediammonium salt